The molecule is a chlorophyllide, a dicarboxylic acid monoester and a methyl ester. It derives from a chlorophyllide a. It is a conjugate acid of a 7(1)-hydroxychlorophyllide a(1-). CCC1=C(C2=NC1=CC3=C(C4=C([N-]3)C(=C5[C@H]([C@@H](C(=N5)C=C6C(=C(C(=C2)[N-]6)C=C)C)C)CCC(=O)O)[C@H](C4=O)C(=O)OC)C)CO.[Mg+2]